CC(C)(C)S(=O)NC(CCC(F)(F)F)CC(CCO)C 2-methyl-N-(1,1,1-trifluoro-8-hydroxy-6-methyloctan-4-yl)propane-2-sulfinamide